3-cyano-3-(3-methylbutyryl)piperidine-1-carboxylic acid tert-butyl ester C(C)(C)(C)OC(=O)N1CC(CCC1)(C(CC(C)C)=O)C#N